O=S1C2=C(N3C(CC1)CNCC3)N=CC(=C2)C(F)(F)F 5-oxido-3-(trifluoromethyl)-6,7,7a,8,10,11-hexahydro-9H-pyrazino[1,2-d]pyrido[3,2-b][1,4]thiazepin